4-bromo-5-methyl-2-nitroaniline BrC1=CC(=C(N)C=C1C)[N+](=O)[O-]